CC1(N2CC(CC2CC1)=C)C 5,5-dimethyl-2-methylenetetrahydro-1H-pyrrolizin